Cl.ClCCCCCCOCCOCCOCCOCCN 18-Chloro-3,6,9,12-tetraoxaoctadecan-1-amine hydrochloride